N,N,6-trimethyl-2-p-tolylimidazo[1,2-a]pyridine-3-acetamide L-(+)-tartrate C(=O)(O)[C@H](O)[C@@H](O)C(=O)O.CN(C(CC1=C(N=C2N1C=C(C=C2)C)C2=CC=C(C=C2)C)=O)C